CN1C(NC2=C1C=CC=C2NC(=O)C2=CC1=C(OC(O1)(F)F)C=C2)(C(=O)Br)F N-methyl-2,2-difluoro-1,3-benzodioxole-5-carboxamido-2-fluorobenzimidazoyl bromide